3-(4-(6-chloro-2-(((3R,3aR,6R,6aR)-6-hydroxyhexahydrofuro[3,2-b]furan-3-yl)oxy)-1H-imidazo[4,5-b]pyridin-5-yl)phenoxy)-N-methylpropanamide ClC=1C=C2C(=NC1C1=CC=C(OCCC(=O)NC)C=C1)N=C(N2)O[C@H]2[C@@H]1[C@H](OC2)[C@@H](CO1)O